BrC1OC2C(O1)=CC=CC2=O bromo-benzo[D][1,3]dioxol-4-one